C(#N)C1(CC(C1)=O)C(=O)NC=1C=CC(=NC1)C=1N=NN(C1NC(O[C@H](C)C=1C(=NC=CC1)Cl)=O)C (R)-1-(2-chloropyridin-3-yl)ethyl (4-(5-(1-cyano-3-oxocyclobutane-1-carboxamido)pyridin-2-yl)-1-methyl-1H-1,2,3-triazol-5-yl)carbamate